N1(CCCC1)CCN1N=CC(=C1)C1=NC2=CC=CC=C2N=C1 2-(1-(2-(pyrrolidin-1-yl)ethyl)-1H-pyrazol-4-yl)quinoxaline